1-(4-(4-fluorophenyl)-3,4-dihydroquinoxaline-1(2H)-yl)-3-(hexahydropyrrolo[1,2-a]pyrazin-2(1H)-yl)propan-1-one FC1=CC=C(C=C1)N1CCN(C2=CC=CC=C12)C(CCN1CC2N(CC1)CCC2)=O